fluorosulfonic acid triethylamine salt C(C)N(CC)CC.FS(=O)(=O)O